C(#N)C(C(C(CCCC1=C(C=CC(=C1)OC)S(=O)(=O)N)C)C1=CC=CC=C1)C#N (6,6-dicyano-4-methyl-5-phenylhexyl)-4-methoxybenzenesulfonamide